ClC1=CC(=NC=N1)C1=CN=C2N1N=C(C=C2)C 3-(6-chloropyrimidin-4-yl)-6-methylimidazo[1,2-b]pyridazine